1,4-bis(chloroethyl)cyclohexaneN ClCCC1=CCC(CC1)CCCl